N-(5-chloro-4-(3-phenylisooxazolidin-2-yl)pyrimidin-2-yl)-1,2,3,4-tetrahydroisoquinoline-7-amine ClC=1C(=NC(=NC1)NC1=CC=C2CCNCC2=C1)N1OCCC1C1=CC=CC=C1